propylene glycol dimethacrylate C(C(=C)C)(=O)OCC(C)OC(C(=C)C)=O